(Z)-2-methyl-2-butenoic acid C/C(/C(=O)O)=C/C